C1(CC1)C(C)N1C(C=2C(=NC(=CC2C1)C1=C(N=C(S1)NC(C)=O)C)S(=O)(=O)CC)=O N-(5-(2-(1-cyclopropylethyl)-4-(ethylsulfonyl)-3-oxo-2,3-dihydro-1H-pyrrolo[3,4-c]pyridin-6-yl)-4-methylthiazol-2-yl)acetamide